2-hydroxy-1,3-bis-(p-phenylaminophenoxy)propane OC(COC1=CC=C(C=C1)NC1=CC=CC=C1)COC1=CC=C(C=C1)NC1=CC=CC=C1